FC1=CC=C(C=C1)N1N=CC2=C1C[C@@H]1CCN(C[C@]1(C2)C(=O)C=2SC=CN2)S(=O)(=O)C=2C=NN(C2)CCC ((4aR,8aS)-1-(4-Fluorophenyl)-6-((1-propyl-1H-pyrazol-4-yl)sulfonyl)-4,4a,5,6,7,8,8a,9-octahydro-1H-pyrazolo[3,4-g]isochinolin-4a-yl)(thiazol-2-yl)methanon